methyl 3-(4-isopropylphenyl)-3-[[4-(trifluoromethoxy)phenyl]sulfonylamino]propanoate C(C)(C)C1=CC=C(C=C1)C(CC(=O)OC)NS(=O)(=O)C1=CC=C(C=C1)OC(F)(F)F